3-Methyl-1-[6-(3,4,5-trifluorophenyl)pyrazolo[4,3-b]pyridin-1-yl]butan CC(CCN1N=CC2=NC=C(C=C21)C2=CC(=C(C(=C2)F)F)F)C